(R)-N-(3-(2-((6-(aminomethyl)pyridin-3-yl)amino)-5-fluoropyrimidin-4-yl)-1H-indol-7-yl)-3-methoxy-2-(4-methylpiperazin-1-yl)propanamide NCC1=CC=C(C=N1)NC1=NC=C(C(=N1)C1=CNC2=C(C=CC=C12)NC([C@@H](COC)N1CCN(CC1)C)=O)F